Methyl (S)-4-(1-(1-(2-fluorobenzoyl)-6-(trifluoromethyl)-2,3-dihydro-1H-imidazo[1,2-b]pyrazole-7-carboxamido)ethyl)benzoate FC1=C(C(=O)N2CCN3N=C(C(=C32)C(=O)N[C@@H](C)C3=CC=C(C(=O)OC)C=C3)C(F)(F)F)C=CC=C1